dimethyl 1,17-heptadecanedioate C(CCCCCCCCCCCCCCCC(=O)OC)(=O)OC